ClC1=CC=C2C(=C(NC2=C1C=1C(=NC(=NC1C)C)C)C(=O)OCC)CCCOC1=CC(=C(C(=C1)C)Cl)C ethyl 6-chloro-3-(3-(4-chloro-3,5-dimethylphenoxy)propyl)-7-(2,4,6-trimethylpyrimidin-5-yl)-1H-indole-2-carboxylate